C1(=CC=CC=2C3=CC=CC=C3PC12)CCCCCCC1=CC=CC=2C3=CC=CC=C3PC12 1,4-bis(9-phosphafluorenyl)methylbutane